C1(CC1)CNC=1C=C(C(=O)NC2=C(C=C(C=C2Br)C(C(F)(F)F)(C(F)(F)F)F)Br)C=CC1N1N=C(C=C1)C(F)(F)F 3-(cyclopropylmethyl)amino-N-(2,6-dibromo-4-(perfluoropropan-2-yl)phenyl)-4-(3-(trifluoromethyl)-1H-pyrazol-1-yl)benzamide